methyl 2-(aminomethyl)-5-fluoro-2,3-dihydrobenzofuran-7-carboxylate NCC1OC2=C(C1)C=C(C=C2C(=O)OC)F